N-(4-fluoro-2-methoxy-5-nitrophenyl)-N-(1-methyl-1H-pyrazol-3-yl)pyrimidine-2,4-diamine FC1=CC(=C(C=C1[N+](=O)[O-])N(C1=NC=CC(=N1)N)C1=NN(C=C1)C)OC